6-(benzo[d]thiazol-7-yl)-N'-(2-(3,4-dichlorophenyl)-2,2-difluoroacetyl)-2-((S)-2,2-dimethylcyclopropane-1-carbonyl)-2,6-diazaspiro[3.4]octane-8-carbohydrazide S1C=NC2=C1C(=CC=C2)N2CC1(CN(C1)C(=O)[C@@H]1C(C1)(C)C)C(C2)C(=O)NNC(C(F)(F)C2=CC(=C(C=C2)Cl)Cl)=O